1-(3-chloro-5-(trifluoromethoxy)phenyl)-3-(2-fluoropyridin-4-yl)urea ClC=1C=C(C=C(C1)OC(F)(F)F)NC(=O)NC1=CC(=NC=C1)F